N-bromofuransulfonamide BrNS(=O)(=O)C=1OC=CC1